C(C)(C)(C)C=1C=C(C=C(C1O)C(C)(C)C)CCC(=O)NN 3-(3',5'-di-tert.-butyl-4'-hydroxyphenyl)propionic acid hydrazide